rac-2-[(4-amino-5-benzoyl-thiazol-2-yl)-(6-chloro-3-pyridinyl)amino]propanamide NC=1N=C(SC1C(C1=CC=CC=C1)=O)N([C@@H](C(=O)N)C)C=1C=NC(=CC1)Cl |r|